(racemic)-3-chloro-N-(3-fluorocyclobutyl)-4-(6-(1-methylcyclopropoxy)-9-((4-methylpyridin-2-yl)methyl)-9H-purin-8-yl)benzamide ClC=1C=C(C(=O)NC2CC(C2)F)C=CC1C=1N(C2=NC=NC(=C2N1)OC1(CC1)C)CC1=NC=CC(=C1)C